((4-methoxyphenyl)(3-phenyl-1-p-toluenesulfonyl-1H-indolyl)methyl)diphenylphosphine oxide COC1=CC=C(C=C1)C(C=1N(C2=CC=CC=C2C1C1=CC=CC=C1)S(=O)(=O)C1=CC=C(C)C=C1)P(C1=CC=CC=C1)(C1=CC=CC=C1)=O